ClC=1C=C(C=NC1OC)C1=CC=2C3=C(C(N(C2C=C1)CCN1C=CC=C1)=O)N=NN3C3=CC(=C(C=C3)N3CCNCC3)C(F)(F)F 8-(5-Chloro-6-methoxypyridin-3-yl)-1-(4-(piperazin-1-yl)-3-(trifluoromethyl)phenyl)-5-(2-(Pyrrol-1-yl)ethyl)-1,5-dihydro-4H-[1,2,3]triazolo[4,5-c]quinolin-4-one